FC=1C(=C(C=CC1F)[C@H]1[C@@H](O[C@]([C@H]1C)(C(F)(F)F)C)C(=O)NC=1C=CC(=[N+](C1)[O-])[C@H](CO)O)OC 5-((2R,3S,4S,5R)-3-(3,4-difluoro-2-methoxyphenyl)-4,5-dimethyl-5-(trifluoromethyl)tetrahydrofuran-2-carboxamido)-2-((R)-1,2-dihydroxyethyl)pyridine 1-oxide